(R)-2-(5-cyclopropyl-2-methoxyphenyl)-2-((R)-3-((5-(5,6,7,8-tetrahydro-1,8-naphthyridin-2-yl)pentyl)oxy)pyrrolidin-1-yl)acetic acid C1(CC1)C=1C=CC(=C(C1)[C@H](C(=O)O)N1C[C@@H](CC1)OCCCCCC1=NC=2NCCCC2C=C1)OC